21-Z-bromohex-1-ene BrC=CCCCC